((5-cyclopropyl-3-(3,5-dichloropyridin-4-yl)isoxazol-4-yl)methyl)phosphonic acid diethyl ester C(C)OP(OCC)(=O)CC=1C(=NOC1C1CC1)C1=C(C=NC=C1Cl)Cl